2,4,4,6,6-penta(aziridin-1-yl)-N,N-dimethyl-1,3,5,2λ5,4λ5,6λ5-triazatriphosphinin-2-amine N1(CC1)P1(=NP(=NP(=N1)(N1CC1)N1CC1)(N1CC1)N1CC1)N(C)C